N-methyl-N-n-hexadecyl-fumaric acid amide CN(C(\C=C\C(=O)O)=O)CCCCCCCCCCCCCCCC